rel-5-(3-(((1R,2R)-2-(aminomethyl)cyclopropyl)ethynyl)-2-fluoro-6-hydroxyphenyl)-1,2,5-thiadiazolidin-3-one 1,1-dioxide NC[C@H]1[C@@H](C1)C#CC=1C(=C(C(=CC1)O)N1CC(NS1(=O)=O)=O)F |o1:2,3|